C1N(CC12CCC2)CC2=CC(=NC=C2C(F)(F)F)C=2C=C1CN(C(C1=CC2)=O)C2C(NC(CC2)=O)=O 3-(5-(4-((2-azaspiro[3.3]heptan-2-yl)methyl)-5-(trifluoromethyl)pyridin-2-yl)-1-oxoisoindolin-2-yl)piperidine-2,6-dione